2,4-DIMETHYLPYRIMIDINE-5-OL CC1=NC=C(C(=N1)C)O